6-amino-hexanoic acid NCCCCCC(=O)O